Cl.NC[C@H]1CN(C(O1)=C=O)C1=CC=C(C=C1)N1C(COCC1)=O 4-[4-[(5S)-5-(aminomethyl)-2-carbonyl-3-oxazolidinyl]phenyl]-3-morpholinone hydrochloride